N-methyl-allyl-acrylamide CNC(C(=C)CC=C)=O